CC(C(C)=O)C(C)=O 3-methylpentane-2,4-dione